C(C)C1C(CCCC1CC)=O 2,3-diethylcyclohexanone